4-[6-methyl-4-[3-(trifluoromethyl)-7,8-dihydro-5H-1,6-naphthyridin-6-yl]quinazolin-2-yl]morpholine CC=1C=C2C(=NC(=NC2=CC1)N1CCOCC1)N1CC=2C=C(C=NC2CC1)C(F)(F)F